7-(1-(4-Chlorobenzyl)piperidin-3-yl)-2-methyl-3-((4-(methylsulfonyl)piperazin-1-yl)methyl)pyrazolo[1,5-a]pyrimidine ClC1=CC=C(CN2CC(CCC2)C2=CC=NC=3N2N=C(C3CN3CCN(CC3)S(=O)(=O)C)C)C=C1